(4-hydroxybutyl)-2-(1H-pyrazol-5-yl)benzonitrile OCCCCC=1C(=C(C#N)C=CC1)C1=CC=NN1